1,6,7,12-Tetrachloroperylenetetracarboxylic acid dianhydride C1=C2C3=C4C(=C1Cl)C5=C(C=C6C7=C5C(=C(C=C7C(=O)OC6=O)Cl)C4=C(C=C3C(=O)OC2=O)Cl)Cl